CC1=NC=C(C=N1)NC1=NC=CC2=CC(=CC=C12)OC1CC(CCC1)O 3-((1-((2-methylpyrimidin-5-yl)amino)isoquinolin-6-yl)oxy)cyclohexan-1-ol